7-[3,3-Bis(hydroxymethyl)azetidin-1-yl]-6-fluoro-4-oxo-N-(3,3,4,4,4-pentafluoro-2-methyl-butan-2-yl)-1-(2,4,6-trifluorophenyl)-1,4-dihydro-1,8-naphthyridine-3-carboxamide OCC1(CN(C1)C1=C(C=C2C(C(=CN(C2=N1)C1=C(C=C(C=C1F)F)F)C(=O)NC(C)(C(C(F)(F)F)(F)F)C)=O)F)CO